FC(CN1CC(CC1)(C(F)(F)F)C#CC1=CC=CC2=C1COCCN2C2=NC(N(C1=CC=CC(=C21)F)C([2H])([2H])[2H])=O)F 4-[6-[2-[1-(2,2-difluoroethyl)-3-(trifluoromethyl)pyrrolidin-3-yl]ethynyl]-3,5-dihydro-2H-4,1-benzoxazepin-1-yl]-5-fluoro-1-(trideuteriomethyl)quinazolin-2-one